CC(CC(=O)O)(CCCCCCCCCCCCC1=CC=CC=C1)C 3,3-dimethyl-15-phenyl-pentadecanoic acid